C(N)(=O)CN1N=C(C(C1=O)(C)N(C([O-])=O)OC(C)(C)C)C1=CC=C(C=C1)S(=O)(=O)C N-[1-(carbamoylmethyl)-3-(4-methanesulfonylphenyl)-4-methyl-5-oxo-4,5-dihydro-1H-pyrazol-4-yl]tert-butyl-N-hydroxycarbamate